Cl.N[C@H]1C[C@H](CCC1)NC(=O)C1=CN(CCS1)C1=C2C(=NC=C1)NC=C2 |o1:2,4| Rel-N-((1S,3R)-3-aminocyclohexyl)-4-(1H-pyrrolo[2,3-b]pyridin-4-yl)-3,4-dihydro-2H-1,4-thiazine-6-carboxamide hydrochloride